CC(C)C[C@@H](C(=O)O)N1C(=O)CC(=O)C1=O N-(trans-epoxysuccinyl)-L-leucine